methyl 1-(4-carbamoyl-5-((4-methoxybenzyl)amino)pyridin-2-yl)-cyclopropane-1-carboxylate C(N)(=O)C1=CC(=NC=C1NCC1=CC=C(C=C1)OC)C1(CC1)C(=O)OC